O1C(=CC=C1)\C=C(\C=N[C@@H](CCCNC(N)=N)C(=O)O)/CC {(2E)-2-[(furan-2-yl)methylidene]butylidene}-L-arginine